CC=1C=C(C=CC1OC1=NC=CC=C1C1=NC(=NC=C1)N[C@@H]1CNCCC1)NS(=O)(=O)CC1=CC=CC=C1 (S)-N-(3-methyl-4-((3-(2-(piperidin-3-ylamino)pyrimidin-4-yl)pyridin-2-yl)oxy)phenyl)-1-phenylmethanesulfonamide